silane borate B(O)(O)O.[SiH4]